ClC1=NC=2C=CC=CC2C=2N1N=C(N2)C2=CC(=CC=C2)C 5-chloro-2-(3-methylphenyl)[1,2,4]triazolo[1,5-c]quinazoline